silver 2-hydroxypropane-1-sulfonate OC(CS(=O)(=O)[O-])C.[Ag+]